tert-butyl (R)-3-((5-oxopentyl)oxy)pyrrolidine-1-carboxylate O=CCCCCO[C@H]1CN(CC1)C(=O)OC(C)(C)C